C(C)(C)(C)OC(=O)N(C(OC(C)(C)C)=O)C1=NC(=CC(=N1)C=1N=NN(C1)CC1=NC(=CC=C1)CO[Si](C)(C)C(C)(C)C)C1=C(C(=CC=C1)C#N)C tert-butyl (tert-butoxycarbonyl)(4-(1-((6-(((tert-butyldimethylsilyl) oxy)methyl)pyridin-2-yl)methyl)-1H-1,2,3-triazol-4-yl)-6-(3-cyano-2-methylphenyl) pyrimidin-2-yl)carbamate